C(C)(C)(C)OC(=O)N(C(OC(C)(C)C)=O)C=1N=CC2=C(C=C(C(=C2C1)CNC1CC(C1)OC1=C(C=C(C=C1)F)F)F)CO tert-butyl (tert-butoxycarbonyl)(5-((((1r,3r)-3-(2,4-difluorophenoxy)cyclobutyl)amino)methyl)-6-fluoro-8-(hydroxymethyl)isoquinolin-3-yl)carbamate